(1S)-2-[4-(1,3-benzoxazol-2-yl)-5-hydroxy-1-methyl-6-oxopyrimidin-2-yl]-N-methyl-1-phenyl-3,4-dihydro-1H-isoquinoline-6-carboxamide O1C(=NC2=C1C=CC=C2)C=2N=C(N(C(C2O)=O)C)N2[C@H](C1=CC=C(C=C1CC2)C(=O)NC)C2=CC=CC=C2